NC1=NC2=CC=C(C=C2C=N1)C=1C(=C(C=CC1F)NS(=O)(=O)C1=C(C=CC(=C1)C(F)(F)F)F)F N-(3-(2-aminoquinazolin-6-yl)-2,4-difluorophenyl)-2-fluoro-5-(trifluoromethyl)benzenesulfonamide